BrCC=1C(=C(CO)C(=C(C1C(C)C)CBr)C)C 3,5-bis(bromomethyl)-2,6-dimethyl-4-isopropylbenzyl alcohol